C(C1=CC=CC=C1)OC(=O)C1(CC(C1)CSC)C(C1=CC(=C(C=C1)OC)OC)=O 1-(3,4-Dimethoxybenzoyl)-3-((methylthio)methyl)cyclobutane-1-carboxylic acid benzyl ester